N1(CCCCC1)CC1=CC=C(NC(C2=CC=CC=C2)=C2C(NC3=CC(=CC=C23)C(N)=O)=O)C=C1 (1-(4-(piperidin-1-yl-methyl)-anilino)-1-phenyl-methylene)-6-carbamoyl-2-indolinone